[O-2].[Fe+2].[Li+] Lithium-Iron Oxide